C(C)(C)(C)OC(=O)N1C(C2=CC=CC(=C2C1NC1=NC=C(C=C1)N1CCN(CC1)C)C1=CC(=NC=C1)C1COCC1)=O ((5-(4-methylpiperazin-1-yl)pyridin-2-yl)amino)-1-oxo-4-(2-(tetrahydrofuran-3-yl)pyridin-4-yl)isoindoline-2-carboxylic acid tert-butyl ester